(1S,4R,5R)-5-[(tert-butyldiphenylsilyl)oxy]-2-[(4-methoxyphenyl)methyl]-2-azabicyclo[2.2.1]heptane-3-one [Si](C1=CC=CC=C1)(C1=CC=CC=C1)(C(C)(C)C)O[C@H]1[C@@H]2C(N([C@H](C1)C2)CC2=CC=C(C=C2)OC)=O